4,5-dibromo-9,9-dimethylxanthene BrC1=CC=CC=2C(C3=CC=CC(=C3OC12)Br)(C)C